(5R)-5-[(2R,3s)-2-(3,4,5-Trihydroxyphenyl)-3,5,7-trihydroxy-3,4-dihydro-2H-1-benzopyran-8-yl]-1-ethyl-2-pyrrolizinone OC=1C=C(C=C(C1O)O)[C@H]1OC2=C(C[C@@H]1O)C(=CC(=C2C=2N1CC(C(C1=CC2)CC)=O)O)O